OC1(CC(C1)NC1=NN=C(C2=CC=CC=C12)C1=NC=C(C=C1O)C(F)(F)F)C 2-(4-(((cis)-3-hydroxy-3-methylcyclobutyl)amino)phthalazin-1-yl)-5-(trifluoromethyl)pyridin-3-ol